silver nitrate copper [Cu+2].[N+](=O)([O-])[O-].[Ag+].[N+](=O)([O-])[O-].[N+](=O)([O-])[O-]